ClC1=NC2=CC=CC=C2C(=N1)NC1=NNC2=CC=CC=C12 2-Chloro-N-(1H-indazol-3-yl)quinazolin-4-amine